3-iodo-N-Bocaniline IC=1C=C(NC(=O)OC(C)(C)C)C=CC1